COCC(C1=CC=CC=C1)N(CCCCN1N=CC=C(C1=O)C1=CC=CC=C1)C 2-(4-((2-methoxy-1-phenylethyl)(methyl)amino)butyl)-4-phenylpyridazin-3(2H)-one